NCCCN(CCCNC1=NC(=NC=2NC3=CC(=CC=C3C21)C(=O)OC)CC2=CC=CC=C2)C methyl 4-((3-((3-aminopropyl)(methyl)amino)propyl)-amino)-2-benzyl-9H-pyrimido[4,5-b]indole-7-carboxylate